BrC1=C(C[C@H]2CCNC2)C=CC=C1 (S)-4-(2-Bromo-benzyl)-pyrrolidine